Ethyl 1-(4-cyanophenyl)-1H-pyrazole-5-carboxylate C(#N)C1=CC=C(C=C1)N1N=CC=C1C(=O)OCC